6-chloro-N-(piperidin-4-yl)quinolin-4-amine hydrochloride Cl.ClC=1C=C2C(=CC=NC2=CC1)NC1CCNCC1